4-Benzyl-4-hydroxy-piperidine-1-carboxylic acid [4-methoxy-7-(tetrahydro-pyran-4-yl)-thiazolo[4,5-c]pyridin-2-yl]-amide COC1=NC=C(C2=C1N=C(S2)NC(=O)N2CCC(CC2)(O)CC2=CC=CC=C2)C2CCOCC2